aluminum (ammonium) hydrogen phosphate P(=O)(O)([O-])[O-].[NH4+].[Al+3].P(=O)(O)([O-])[O-]